6-((((1-Methoxycyclobutyl)methyl)(methyl)amino)methyl)-4-(trifluoromethyl)isoindolin-1-one COC1(CCC1)CN(C)CC1=CC(=C2CNC(C2=C1)=O)C(F)(F)F